2,3,7,8-tetraamino-5,10-dihydrophenazine NC1=CC=2NC3=CC(=C(C=C3NC2C=C1N)N)N